(5-((3-(7-(((3S,4R)-3-fluoro-1-methylpiperidin-4-yl)amino)-3-(2,2,2-trifluoroethyl)benzo[b]thiophen-2-yl)prop-2-yn-1-yl)amino)-6-methoxypyrazin-2-yl)dimethylphosphine oxide F[C@H]1CN(CC[C@H]1NC1=CC=CC2=C1SC(=C2CC(F)(F)F)C#CCNC=2N=CC(=NC2OC)P(C)(C)=O)C